4-(oxetan-3-yloxy)pyridine-2-carboxylic acid O1CC(C1)OC1=CC(=NC=C1)C(=O)O